2,2-difluoro-3-(3-fluoro-4-phenylphenyl)-3-butenoic acid n-hexyl ester C(CCCCC)OC(C(C(=C)C1=CC(=C(C=C1)C1=CC=CC=C1)F)(F)F)=O